[In]=[Se] Indium-Selenid